(2R,3R,4S,5R)-2-(dec-9-en-1-yloxy)-5-(hydroxymethyl)tetrahydrofuran-3,4-diol C(CCCCCCCC=C)O[C@@H]1O[C@@H]([C@H]([C@H]1O)O)CO